C(C)(=O)NC1=C(C=C(C=C1C1=C(C=C(C=C1)F)C)CNC(OC(C)(C)C)=O)C(NCC1=CC(=CC(=C1)OC)OC)=O tert-butyl ((6-acetamido-5-((3,5-dimethoxybenzyl)carbamoyl)-4'-fluoro-2'-methyl-[1,1'-biphenyl]-3-yl)methyl)carbamate